ClC1=C(CCN2C3=C(OCC2=O)C=C(C=C3)NC(=O)NC3=CC=C2C=CNC2=C3)C=CC=C1 1-(4-(2-chlorophenethyl)-3-oxo-3,4-dihydro-2H-benzo[b][1,4]oxazin-7-yl)-3-(1H-indol-6-yl)urea